OCC=1OC(=C(N1)N1C=CC=2C=CC=NC2C1=O)C1=CC=C(C=C1)C(F)(F)F 7-[2-(hydroxymethyl)-5-[4-(trifluoromethyl)phenyl]-1,3-oxazol-4-yl]-7,8-dihydro-1,7-naphthyridin-8-one